1,4-dibromo-2,5-dioctylbenzene BrC1=C(C=C(C(=C1)CCCCCCCC)Br)CCCCCCCC